2-(1,3-dioxo-2,3-dihydro-1H-isoindol-2-yl)acetamide O=C1N(C(C2=CC=CC=C12)=O)CC(=O)N